ClC=1C=C2C(OCCC=3C=CC(=CC3C3=C(C=C(C(NS(C(C1OC)=C2)(=O)=O)=C3)F)F)F)=O 14-Chloro-4,20,22-trifluoro-15-methoxy-17,17-dioxo-10-oxa-17λ6-thia-18-azatetracyclo[17.3.1.112,16.02,7]tetracosa-1(22),2(7),3,5,12,14,16(24),19(23),20-nonaen-11-one